C(#N)C1=C2C[C@H](CNC2=CC=C1)[C@@H](C1=CC=CC=C1)NCCC1=CC=C(C=C1)[C@H](C(=O)O)C |o1:28| (R or S)-2-(4-(2-(((S)-((R)-5-cyano-1,2,3,4-tetrahydroquinolin-3-yl)(phenyl)methyl)amino)ethyl)phenyl)propanoic acid